CN1C[C@@H]([C@H](C1)C1=C(C=CC=C1)C(F)(F)F)N (3R,4S)-1-methyl-4-(2-(trifluoromethyl)phenyl)pyrrolidin-3-amine